BrC1=NC=C(C=C1)OCC1=CC(=C(C=C1)F)F 2-bromo-5-((3,4-difluorobenzyl)oxy)pyridine